N-(4-((4-(3,5-dichlorophenyl)piperazin-1-yl)sulfonyl)phenyl)-3-(N-methylmethylsulfonamido)isonicotinamide ClC=1C=C(C=C(C1)Cl)N1CCN(CC1)S(=O)(=O)C1=CC=C(C=C1)NC(C1=C(C=NC=C1)N(S(=O)(=O)C)C)=O